N1=C(C=CC=C1)N1C=C(C(C2=CC(=C(C(=C12)Cl)N(C)C1CCC1)F)=O)C(=O)O (2-pyridinyl)-8-chloro-6-fluoro-1,4-dihydro-7-(cyclobutyl-(methyl)amino)-4-oxo-3-quinolinecarboxylic acid